tert-butyl N-[3-methyl-5-[[2-[(2S,5R)-5-methyl-2-[3-(methylsulfamoyl)phenyl]-1-piperidyl]-2-oxo-acetyl]amino]-2-pyridyl]carbamate CC=1C(=NC=C(C1)NC(C(=O)N1[C@@H](CC[C@H](C1)C)C1=CC(=CC=C1)S(NC)(=O)=O)=O)NC(OC(C)(C)C)=O